7-bromo-2,4-dichloro-6-fluoro-quinazoline BrC1=C(C=C2C(=NC(=NC2=C1)Cl)Cl)F